isobutyryl-2-azaspiro[3.3]heptan C(C(C)C)(=O)C1NCC12CCC2